N1=CC=C(C=C1)C1=CC=NC2=CC=C(C=C12)C=O 4-(pyridin-4-yl)quinoline-6-carbaldehyde